FC1CC(C1)(C1=NC=CC=C1F)CNC1=NC=C(C=N1)C1=NC=CC(=C1)C(=O)N 2-[2-({[3-fluoro-1-(3-fluoro(2-pyridyl))cyclobutyl]methyl}amino)pyrimidin-5-yl]pyridine-4-carboxamide